(R)-4-chloro-5-((2-methyl-1,4-diazepan-1-yl)sulfonyl)isoquinolin-1-ol ClC1=CN=C(C2=CC=CC(=C12)S(=O)(=O)N1[C@@H](CNCCC1)C)O